Trihexyl trimellitate C(C=1C(C(=O)OCCCCCC)=CC(C(=O)OCCCCCC)=CC1)(=O)OCCCCCC